N(C(=N)N)CCCNP(=O)(N)N guanidinopropyl-phosphoramide